C(C)S(=O)(C)=NC=1C=CC(=NC1)N1N=CN=C1[C@H](C)NC(C1=CC(=CC(=C1)C(F)(F)F)C)=O N-((1S)-1-(1-(5-((ethyl(methyl)(oxo)-λ6-sulfaneylidene)amino)pyridin-2-yl)-1H-1,2,4-triazol-5-yl)ethyl)-3-methyl-5-(trifluoromethyl)benzamide